Cis-Carvone Oxide CC(=C)[C@@H]1C[C@H]2[C@](O2)(C(=O)C1)C